(S)-2-{methyl-[8-((R)-1-phenyl-propylcarbamoyl)-3,4-dihydro-1H-pyrrolo[2,1-c][1,4]oxazine-6-carbonyl]-amino}-acetic acid ethyl ester C(C)OC(CN(C(=O)C1=CC(=C2COCCN21)C(N[C@H](CC)C2=CC=CC=C2)=O)C)=O